ClC1=CC(=CC(=N1)NCC)C1=NN(C=C1C1=NN=CN1C)CCC 6-Chloro-N-ethyl-4-(4-(4-methyl-4H-1,2,4-triazol-3-yl)-1-propyl-1H-pyrazol-3-yl)pyridin-2-amine